methyl-2-((4-((R)-2-(4-chloro-2-(methoxy-d3)phenyl)-2-methyl-2H-chromene-8-yl)piperidin-1-yl)methyl)-3-(((S)-oxetan-2-yl)methyl)-3H-imidazo[4,5-b]pyridine CC1=CC=C2C(=N1)N(C(=N2)CN2CCC(CC2)C=2C=CC=C1C=C[C@](OC21)(C)C2=C(C=C(C=C2)Cl)OC([2H])([2H])[2H])C[C@H]2OCC2